tert-butyl N-(1-{5-[2-(2-aminopyridin-3-yl)-5-(pyrazol-1-yl)imidazo[4,5-b]pyridin-3-yl]-2,3-dihydro-1H-inden-1-yl}piperidin-4-yl)carbamate NC1=NC=CC=C1C1=NC=2C(=NC(=CC2)N2N=CC=C2)N1C=1C=C2CCC(C2=CC1)N1CCC(CC1)NC(OC(C)(C)C)=O